tert-Butyl (3S)-3-[(1R)-2-[[2-(4-bromobenzoyl)-3,4-dihydro-1H-isoquinoline-6-carbonyl]amino]-1-hydroxy-ethyl]-7-hydroxy-3,4-dihydro-1H-isoquinoline-2-carboxylate BrC1=CC=C(C(=O)N2CC3=CC=C(C=C3CC2)C(=O)NC[C@@H](O)[C@H]2N(CC3=CC(=CC=C3C2)O)C(=O)OC(C)(C)C)C=C1